2-(3,3-difluoropyrrolidin-1-yl)-3-nitropyridine FC1(CN(CC1)C1=NC=CC=C1[N+](=O)[O-])F